6-bromo-1-isopropyl-2-(trifluoromethyl)-1H-benzo[d]imidazole BrC=1C=CC2=C(N(C(=N2)C(F)(F)F)C(C)C)C1